6-isopropyl-5-(8-methoxy-[1,2,4]triazolo[1,5-a]pyridin-6-yl)-1-(1-(oxetan-3-yl)piperidin-4-yl)-1,3-dihydro-2H-benzo[d]imidazol-2-one C(C)(C)C=1C(=CC2=C(N(C(N2)=O)C2CCN(CC2)C2COC2)C1)C=1C=C(C=2N(C1)N=CN2)OC